NC1=NC=2C=C(C(=CC2C2=C1C=NN2C)C(=O)N(C)[C@@H]2COC1=C2C=CC(=C1)C#CC=1C(=NN(C1)C)C)Cl (S)-4-amino-7-chloro-N-(6-((1,3-dimethyl-1H-pyrazol-4-yl)ethynyl)-2,3-dihydrobenzofuran-3-yl)-N,1-dimethyl-1H-pyrazolo[4,3-c]quinoline-8-carboxamide